((2S)-1-(((S)-1-hydroxy-3-((S)-2-oxopyrrolidin-3-yl)propan-2-yl)amino)-4-methyl-1-oxohexan-2-yl)carbamic acid 2-(3-chlorophenyl)-2,2-difluoro-1-phenylethyl ester ClC=1C=C(C=CC1)C(C(C1=CC=CC=C1)OC(N[C@H](C(=O)N[C@H](CO)C[C@H]1C(NCC1)=O)CC(CC)C)=O)(F)F